CC1=NN2C(=NC(=CC2=N1)NC(=O)C1CNC1)C=1OC(=CC1)C N-[2-methyl-5-(5-methylfuran-2-yl)-[1,2,4]triazolo[1,5-c]pyrimidin-7-yl]azetidine-3-carboxamide